C(CC)N1C(C=CC(=C1)N1N=CC(=C1)B1OC(C(O1)(C)C)(C)C)=O 1-propyl-5-(4-(4,4,5,5-tetramethyl-1,3,2-dioxaborolan-2-yl)-1H-pyrazol-1-yl)pyridin-2(1H)-one